tert-butyl ((1-(difluoromethyl)-4-(4-(trifluoromethyl)phenyl)-4,5,6,7-tetrahydro-1H-pyrazolo[4,3-b]pyridin-6-yl)methyl)carbamate FC(N1N=CC=2N(CC(CC21)CNC(OC(C)(C)C)=O)C2=CC=C(C=C2)C(F)(F)F)F